BrC=1C=C(C(=NC1)OC1=C(C(=C(C=C1)F)F)OC)C(=O)NC1=CC=C(C=C1)C(N)=O 5-bromo-N-(4-carbamoylphenyl)-2-(3,4-difluoro-2-methoxy-phenoxy)pyridine-3-carboxamide